3-Methyl-2-oxo-4-(4-piperidylmethyl)benzimidazol CN1C(NC2=C1C(=CC=C2)CC2CCNCC2)=O